N-((1-aminoisoquinolin-6-yl)methyl)-2,5-dibromonicotinamide NC1=NC=CC2=CC(=CC=C12)CNC(C1=C(N=CC(=C1)Br)Br)=O